FC(C=1C2=CN(N=C2C(=C(C1)C1=CC=C(C=C1)N1CCC(CC1)O)C)C(C(=O)NC=1SC=CN1)C1=C2N(C=N1)C[C@@H](C2)F)F 2-[4-(difluoromethyl)-6-[4-(4-hydroxy-1-piperidyl)phenyl]-7-methyl-indazol-2-yl]-2-[(6R)-6-fluoro-6,7-dihydro-5H-pyrrolo[1,2-c]imidazol-1-yl]-N-thiazol-2-yl-acetamide